triphenyl(1,2,2-triphenyl-ethyl)silane C1(=CC=CC=C1)[Si](C(C(C1=CC=CC=C1)C1=CC=CC=C1)C1=CC=CC=C1)(C1=CC=CC=C1)C1=CC=CC=C1